Potassium Iodole [IH]1C=CC=C1.[K]